(tert-butoxycarbonylamino) (2S,3S)-3-[2-(3,4-dimethylbenzoyl)-3,4-dihydro-1H-isoquinolin-7-yl]-3-(1-ethyl-4-methyl-benzotriazol-5-yl)-2-methyl-propanoate CC=1C=C(C(=O)N2CC3=CC(=CC=C3CC2)[C@H]([C@@H](C(=O)ONC(=O)OC(C)(C)C)C)C2=C(C3=C(N(N=N3)CC)C=C2)C)C=CC1C